tert-butyl 4-[5-(methoxycarbonyl)-1-{[2-(trimethylsilyl)ethoxy]methyl} pyrazolo[3,4-b]-pyridin-3-yl]-3,6-dihydro-2H-pyridine-1-carboxylate COC(=O)C=1C=C2C(=NC1)N(N=C2C=2CCN(CC2)C(=O)OC(C)(C)C)COCC[Si](C)(C)C